hydroxy-3-oxo-7α-(acetylsulfanyl)-17α-pregn-4-ene-21-carboxylic acid OC(C[C@@H]1CC[C@H]2[C@@H]3[C@@H](CC4=CC(CC[C@]4(C)[C@H]3CC[C@]12C)=O)SC(C)=O)C(=O)O